C(C)OC(=O)C1=CN(C2=NC=C(C=C2C1=O)Cl)C1=C(C=C(C=C1)F)F 6-chloro-1-(2,4-difluorophenyl)-4-oxo-1,4-dihydro-1,8-naphthyridine-3-carboxylic acid ethyl ester